ClC1=CC(=C(C=C1C)O)C1=C(C=CC(=C1)OCC1COCC1)F 4-Chloro-2-[2-fluoro-5-(oxolan-3-ylmethoxy)phenyl]-5-methylphenol